C1(CC12CC2)CO Spiro[2.2]pentan-1-ylmethanol